(3-((3S,4S)-4-amino-3-methyl-2-oxa-8-azaspiro[4.5]decan-8-yl)-6-(1-phenylcyclopropyl)pyrazin-2-yl)methanol N[C@@H]1[C@@H](OCC12CCN(CC2)C=2C(=NC(=CN2)C2(CC2)C2=CC=CC=C2)CO)C